FC1=C(C(=O)NC2=C(C(=NN2C)C(F)(F)F)F)C=CC=N1 2-fluoro-N-(4-fluoro-1-methyl-3-(trifluoromethyl)-1H-pyrazol-5-yl)nicotinamide